2-(3,5-difluoro-4-hydroxy-benzylsulfanyl)-6-oxo-4-thiophen-2-yl-1,6-dihydro-pyrimidine-5-carbonitrile FC=1C=C(CSC=2NC(C(=C(N2)C=2SC=CC2)C#N)=O)C=C(C1O)F